P(=O)(OC)(OC)OC trismethyl phosphate